COC(=O)C1(CCC2CC(CC12)OC=1C(=NC(=CC1)C=1N=NN(C1COC1OCCCC1)C)C)F 1-fluoro-5-((2-methyl-6-(1-methyl-5-(((tetrahydro-2H-pyran-2-yl)oxy)methyl)-1H-1,2,3-Triazol-4-yl)pyridin-3-yl)oxy)octahydropentalene-1-carboxylic acid methyl ester